COC(=O)C1=CC=C(C2=CC=CC=C12)C=O.CN(C(C1=NC=CC=C1)=O)CC1=NC=CC=C1 N-methyl-N-((pyridin-2-yl)methyl)picolinamide methyl-4-formylnaphthalene-1-carboxylate